[N+](=O)([O-])[O-].C(C)[NH3+] Ethyl-Ammonium nitrat